5-amino-3-[(3S)-3-amino-1,3-dihydrospiro[indene-2,4-piperidine]-1-yl]-6-[[2-(trifluoromethyl)pyridin-3-yl]sulfanyl]pyrazine-2-carbonitrile NC=1N=C(C(=NC1SC=1C(=NC=CC1)C(F)(F)F)C#N)C1C2=CC=CC=C2[C@H](C12CCNCC2)N